C(C)(=O)N1CC=2N(CC1)C(=NC2C=2C=CC=C1C=C(N=CC21)C=2C=CC(=NC2)C(=O)NCCCC2=CC(=CC=C2)C2C(NC(CC2)=O)=O)CC 5-(8-(7-Acetyl-3-ethyl-5,6,7,8-tetrahydroimidazo[1,5-a]pyrazin-1-yl)isoquinolin-3-yl)-N-(3-(3-(2,6-dioxopiperidin-3-yl)phenyl)propyl)picolinamide